2-chloro-4-((4-(1-methyl-4-(trifluoromethyl)-1H-imidazol-2-yl)benzyl)amino)pyrimidine-5-carbaldehyde ClC1=NC=C(C(=N1)NCC1=CC=C(C=C1)C=1N(C=C(N1)C(F)(F)F)C)C=O